FC(COC=1C=C(C(=NC1)NS(=O)(=O)C1=CNC(=C1)C1=CC=CC=C1)F)F N-[5-(2,2-difluoroethoxy)-3-fluoropyridin-2-yl]-5-phenyl-1H-pyrrole-3-sulfonamide